(1-(3-(difluoromethyl)-2-methylphenyl)ethylidene)-2-methylpropane-2-sulfinamide FC(C=1C(=C(C=CC1)C(C)=CC(C)(S(=O)N)C)C)F